1-(3-(3-(Benzyloxy)propoxy)-5-bromopyridin-2-yl)-4-methylpiperazine C(C1=CC=CC=C1)OCCCOC=1C(=NC=C(C1)Br)N1CCN(CC1)C